n-ethyl-5-(3-(methylsulfanyl)phenyl)-2-(4-(trifluoromethyl)phenyl)Oxazole-4-carboxylic acid amide C(C)NC(=O)C=1N=C(OC1C1=CC(=CC=C1)SC)C1=CC=C(C=C1)C(F)(F)F